BrC1=CC=C2C=CNC(C2=C1)=O 7-bromoisoquinoline-1(2H)-one